ClC1=NC(=CC2=C1N(C=N2)C(C)C)C2=CC=C1C(=C2)N(C(C12CCN(CC2)C(=O)OC(C)(C)C)=O)C2CC(C2)N2CC(C2)(C)C tert-butyl 6-(4-chloro-3-isopropyl-3H-imidazo[4,5-c]pyridin-6-yl)-1-((1s,3s)-3-(3,3-dimethylazetidin-1-yl) cyclobutyl)-2-oxospiro[indoline-3,4'-piperidine]-1'-carboxylate